5-(((1r,3r)-3-(4-(2-(4-((2-(2H-1,2,3-triazol-2-yl)pyrimidin-5-yl)oxy)phenyl)propan-2-yl)phenoxy)cyclobutyl)amino)-2-(2,6-dioxopiperidin-3-yl)isoindoline N=1N(N=CC1)C1=NC=C(C=N1)OC1=CC=C(C=C1)C(C)(C)C1=CC=C(OC2CC(C2)NC=2C=C3CN(CC3=CC2)C2C(NC(CC2)=O)=O)C=C1